ClC=1C=NC(=C(C(=O)OC)C1C)O methyl 5-chloro-2-hydroxy-4-methylnicotinate